ClC=1C=CC=2C3=C(C(N(C2C1)C1=CC=CC=C1)=O)N=C(N3C)C(CCl)O 7-chloro-2-(2-chloro-1-hydroxyethyl)-1-methyl-5-phenyl-1,5-dihydro-4H-imidazo[4,5-c]quinolin-4-one